C(CCCCCCCC(CCCCCCCCC)O)O 1,9-octadecanediol